O1C(=CC=C1)[2H] furan-d